methyl (1S,3S)-2-((S)-2-((((9H-fluoren-9-yl) methoxy) carbonyl)amino)-4-(benzyloxy)-4-oxobutanoyl)-1-isobutyl-7-methoxy-2,3,4,9-tetrahydro-1H-pyrido[3,4-b]indole-3-carboxylate C1=CC=CC=2C3=CC=CC=C3C(C12)COC(=O)N[C@H](C(=O)N1[C@H](C=2NC3=CC(=CC=C3C2C[C@H]1C(=O)OC)OC)CC(C)C)CC(=O)OCC1=CC=CC=C1